5-(2,4-difluorophenoxy)-1-(4-((3-fluorophenyl)sulfonyl)piperazin-1-yl)-2,2-dimethylpentan-1-one FC1=C(OCCCC(C(=O)N2CCN(CC2)S(=O)(=O)C2=CC(=CC=C2)F)(C)C)C=CC(=C1)F